(2S,5R)-2-(aminocarbonyl)-7-oxo-1,6-diazabicyclo[3.2.1]oct-6-yl sulfate S(=O)(=O)(ON1[C@@H]2CC[C@H](N(C1=O)C2)C(=O)N)[O-]